5-[[(2S)-2-[[(2S)-2-[6-(2,5-dioxopyrrol-1-yl)hexanoylamino]-3-methyl-butanoyl]amino]-5-ureido-pentanoyl]amino]-2-(hydroxymethyl)benzenesulfonic acid O=C1N(C(C=C1)=O)CCCCCC(=O)N[C@H](C(=O)N[C@H](C(=O)NC=1C=CC(=C(C1)S(=O)(=O)O)CO)CCCNC(=O)N)C(C)C